(1-(2-(methylthio)pyrimidin-4-yl)-1H-Pyrrolo[3,2-c]pyridin-3-yl)(phenyl)methanone CSC1=NC=CC(=N1)N1C=C(C=2C=NC=CC21)C(=O)C2=CC=CC=C2